ClC=1OC2=C(N1)C=C(C=C2)Cl 2,5-Dichlorobenzooxazole